(S)-3-(1-(8-amino-1-methylimidazo[1,5-a]pyrazin-3-yl)ethyl)-5-chloro-6-fluoro-2-isopropoxybenzoic acid NC=1C=2N(C=CN1)C(=NC2C)[C@@H](C)C=2C(=C(C(=O)O)C(=C(C2)Cl)F)OC(C)C